C(#CC)C=1C=C2C=NNC2=C(C1)CC(=O)OC methyl 5-(propan-1-yn-1-yl)-1H-indazole-7-acetate